C1(CC(C(=CC1)C(C)C)S)C p-menthenthiol